FC=1C(=CC2=C(N(N=N2)C)C1C)OC1=C(C=C(N)C=C1)C 4-((6-fluoro-1,7-dimethyl-1H-benzo[d][1,2,3]triazol-5-yl)-oxy)-3-methylaniline